FC(C1(CC1)C1=CC=C(C=C1)CO)(F)F [4-(1-trifluoromethyl-cyclopropyl)-phenyl]-methanol